4-(2-(4-(pyrrolidine-1-carbonyl)phenyl)imidazo[2,1-b][1,3,4]thiadiazol-5-yl)benzonitrile N1(CCCC1)C(=O)C1=CC=C(C=C1)C1=NN2C(S1)=NC=C2C2=CC=C(C#N)C=C2